4,8-dibutyl-naphthalene sodium [Na].C(CCC)C1=CC=CC2=C(C=CC=C12)CCCC